11-hydroxyundecenoic acid OCCCCCCCCC=CC(=O)O